FC1=CC=C(C=C1)C1=CC(=CC(=N1)OC1C2CNCC12)C1(NCC1)C rac-6-((6-(4-fluorophenyl)-4-(2-methylazetidin-2-yl)pyridin-2-yl)oxy)-3-azabicyclo[3.1.0]hexane